FC1=CC=C(C=C1)NC(=O)C1=NN(C2=C1CN(CC2(C)C)C(=O)OC(C)(C)C)CC2=CC=C(C=C2)C(F)(F)F tert-butyl 3-(4-fluorophenylcarbamoyl)-7,7-dimethyl-1-(4-(trifluoromethyl)benzyl)-6,7-dihydro-1H-pyrazolo[4,3-c]pyridine-5(4H)-carboxylate